C(=O)(O)C1=CC=C(C=C1)N1C(C=CC1=O)=O N-(4-carboxylphenyl)maleimide